2-deoxy-2-trichloroacetamido-alpha-D-mannopyranose ClC(C(=O)N[C@@H]1[C@@H](O)O[C@@H]([C@H]([C@@H]1O)O)CO)(Cl)Cl